L-rhamnose diethyl thioacetal C(C)OC([C@H](O)[C@H](O)[C@@H](O)[C@@H](O)C)SCC